N-(2,4-dimethylphenethyl)-1-methyl-5-[3-(trifluoromethyl)phenoxy]-1H-pyrazole-3,4-dicarboxamide CC1=C(CCNC(=O)C2=NN(C(=C2C(=O)N)OC2=CC(=CC=C2)C(F)(F)F)C)C=CC(=C1)C